N-(2-((tertbutyldimethylsilyl)oxy)ethyl)-2-methoxyaniline C(C)(C)(C)[Si](OCCNC1=C(C=CC=C1)OC)(C)C